4-amino-N-hydroxy-1,2,5-oxadiazole-3-formamidine chloride [Cl-].NC=1C(=NON1)C(=N)NO